C(C)(C)(C)OC(=O)N1C[C@H](NCC1)C.C(C)(C)(C)[Si](C)(C)OC1CC=C(C(C1)Br)Br (±)-tert-butyl-((4,5-dibromo-cyclohex-3-en-1-yl)oxy)dimethylsilane tert-butyl-(3R)-3-methylpiperazine-1-carboxylate